(3R,4S)-3-amino-4-(3-boronopropyl)-1-(3-(4-chlorophenyl)propyl)pyrrolidine-3-carboxylic acid N[C@]1(CN(C[C@@H]1CCCB(O)O)CCCC1=CC=C(C=C1)Cl)C(=O)O